(Z)-1-ethyl-4-styrylbenzene C(C)C1=CC=C(C=C1)\C=C/C1=CC=CC=C1